(6aR)-8-acryloyl-4-chloro-3-(3-chloro-2-fluoro-6-hydroxyphenyl)-1-((S)-2,4-dimethylpiperazin-1-yl)-6,6a,7,8,9,10-hexahydro-12H-pyrazino[2,1-c]pyrido[3,4-f][1,4]oxazepin-12-one C(C=C)(=O)N1C[C@@H]2COC3=C(C(N2CC1)=O)C(=NC(=C3Cl)C3=C(C(=CC=C3O)Cl)F)N3[C@H](CN(CC3)C)C